C(C)(C)(C)OC(=O)N1C(=CC2=C(C(=CC(=C12)F)C(F)(F)F)N1N=CC(=N1)Cl)S(=O)(=O)Cl.C1(=CC=CC=C1)N1C(=NC2=C1C1=CC=CC=C1C=1C=CC=CC12)C1=CC=C(C=C1)C1=NC2=C(N1C1=CC=CC=C1)C1=CC=CC=C1C=1C=CC=CC12 1,4-bis(1-phenyl-1H-phenanthro[9,10-d]imidazol-2-yl)benzene tert-butyl-4-(4-chloro-2H-1,2,3-triazol-2-yl)-2-(chlorosulfonyl)-7-fluoro-5-(trifluoromethyl)-1H-indole-1-carboxylate